(S,E)-(2-(Hydroxymethyl)-4-(methoxyimino)pyrrolidin-1-yl)(2-(o-tolyl)thiazol-5-yl)methanone OC[C@H]1N(C/C(/C1)=N/OC)C(=O)C1=CN=C(S1)C1=C(C=CC=C1)C